[5-(5-Chloro-1H-pyrrolo[2,3-b]pyridin-3-ylmethyl)-pyridin-2-yl]-(6-trifluoromethyl-pyridin-3-ylmethyl)-amine hydrochloride salt Cl.ClC=1C=C2C(=NC1)NC=C2CC=2C=CC(=NC2)NCC=2C=NC(=CC2)C(F)(F)F